N-(2-((2R,3S)-1-ethyl-2-methylpiperidin-3-yl)thieno[2,3-b]pyridin-4-yl)-6-fluorobenzo[d]thiazol-5-amine C(C)N1[C@@H]([C@H](CCC1)C1=CC=2C(=NC=CC2NC=2C(=CC3=C(N=CS3)C2)F)S1)C